CC1(C2(OOC1CC2)C(=O)O)C 7,7-dimethyl-2,3-dioxabicyclo[2.2.1]heptane-1-carboxylic acid